7,7'-((4-hydroxybutyl)azanediyl)-bis(N-hexyl-N-octylheptane-1-sulfonamide) OCCCCN(CCCCCCCS(=O)(=O)N(CCCCCC)CCCCCCCC)CCCCCCCS(=O)(=O)N(CCCCCCCC)CCCCCC